bis(2-hydroxyethoxy-naphthyl)-propane OCCOC1=C(C2=CC=CC=C2C=C1)C(C)(C)C1=C(C=CC2=CC=CC=C12)OCCO